tert-butyl N2-(((9H-fluoren-9-yl) methoxy) carbonyl)-N5-(6-(((benzyloxy) carbonyl) amino) hexyl)-L-glutaminate C1=CC=CC=2C3=CC=CC=C3C(C12)COC(=O)N[C@@H](CCC(NCCCCCCNC(=O)OCC1=CC=CC=C1)=O)C(=O)OC(C)(C)C